ClC1=C(C(=O)N(C(OC(C)C)=O)C2(CC2)C#N)C=C(C=C1)C=1C=NN(C1)C=1N(N=C(C1OC(F)F)C(C(F)(F)F)(C(F)(F)F)F)C isopropyl N-[2-chloro-5-[1-[4-(difluoromethoxy)-2-methyl-5-[1,2,2,2-tetrafluoro-1-(trifluoromethyl)ethyl]pyrazol-3-yl]pyrazol-4-yl]benzoyl]-N-(1-cyanocyclopropyl)carbamate